OCCCOC1=CC=C(C(/C=C/C2=CC=CC=C2)=O)C=C1 4'-(3-hydroxypropoxy)chalcone